5-(trifluoromethyl)dibenzothiophene-5-ium FC([S+]1C2=C(C3=C1C=CC=C3)C=CC=C2)(F)F